2-(10,11-dihydro-5H-dibenzo[a,d][7]annulen-5-yl)morpholine C1=CC=CC=2C(C3=C(CCC21)C=CC=C3)C3CNCCO3